[N+](=O)(OCCCCCCC1=CC(=C2[C@H]3[C@H](C(OC2=C1)(C)C)CCC(=C3)C)O)[O-] 6-[(6Ar,10aR)-1-hydroxy-6,6,9-trimethyl-6a,7,8,10a-tetrahydrobenzo[c]chromen-3-yl]hexyl nitrate